[2-hydroxy-2-(4-methoxyphenyl)ethyl]-5-phenyl-octahydrocyclopenta[c]pyrrol-5-ol OC(CC1NCC2C1CC(C2)(O)C2=CC=CC=C2)C2=CC=C(C=C2)OC